2-Ethyl-4,5-dihydro-1,3-oxazol C(C)C=1OCCN1